CC=C(CCCCC)S Oct-2-ene-3-thiol